ClC=1C=C(C=CC1Cl)C1(CCN(CC1)C(=O)OCC1=CC=CC=C1)NS(=O)(=O)C1=CC=C(C=C1)OC(F)(F)F benzyl 4-(3,4-dichlorophenyl)-4-[[4-(trifluoromethoxy)phenyl]sulfonylamino]piperidine-1-carboxylate